ClC1=C(C=CC=C1)[C@@H](O)O[C@@H]([C@H](C)CC=CCCC(=O)O)C1=C(C=CC=C1)O 6-((2s,4s,5r)-2-(2-chlorophenyl)-4-(2-hydroxyphenyl)-1,3-dioxahex-5-yl)hex-4-enoic acid